C1=CC(=CC=C1CC2=CC=C(C=C2)N3C(=O)C=CC3=O)N4C(=O)C=CC4=O 4,4'-bis(maleimidophenyl)methane